C(C)(C)(C)N(C(O)=O)[C@H]1CN([C@H]2CC[C@@H]1[C@@H]2F)CC2=CC=CC=C2.ClC=2C=C(C=NC2)C2=CC=C(C(=O)NC(CC)C1=NC(=NC=C1)NS(=O)(=O)C1CC1)C=C2 4-(5-chloropyridin-3-yl)-N-(1-(2-(cyclopropanesulfonylamino)pyrimidin-4-yl)propyl)benzamide tert-butyl-((1S,4R,5S,8S)-2-benzyl-8-fluoro-2-azabicyclo[3.2.1]octan-4-yl)carbamate